CS(=O)(=O)CS(=O)(=O)C dimethylsulfonylmethane